C(C1=CC=CC=C1)OC=1C=C(C=CC1)C[C@@H](CC)O (R)-1-(3-(benzyloxy)phenyl)butan-2-ol